1-(6-(6-chloro-2-(3-(dimethylamino)azetidin-1-yl)-8-fluoro-7-(6-fluoro-1-methyl-1H-indazol-7-yl)quinazolin-4-yl)-1-methyl-2,6-diazaspiro[3.4]octan-2-yl)prop-2-en-1-one ClC=1C=C2C(=NC(=NC2=C(C1C=1C(=CC=C2C=NN(C12)C)F)F)N1CC(C1)N(C)C)N1CC2(CN(C2C)C(C=C)=O)CC1